vanillin diacrylate C(C=C)(=O)O.C(C=C)(=O)O.O=CC1=CC(OC)=C(O)C=C1